3-methyl-1-pentyn CC(C#C)CC